COC(=O)C1=CSC(=C1)Br 5-bromothiophene-3-carboxylic acid methyl ester